3-((4-(5-chloro-2-((3aR,6aR)-hexahydropyrrolo[3,4-b]pyrrol-5(1H)-yl)phenyl)pyrrolo[2,1-f][1,2,4]triazin-6-yl)methyl)-6,6-dimethyl-3-azabicyclo[3.1.0]hexane-2,4-dione hydrochloride Cl.ClC=1C=CC(=C(C1)C1=NC=NN2C1=CC(=C2)CN2C(C1C(C1C2=O)(C)C)=O)N2C[C@@H]1NCC[C@@H]1C2